OC(C(=O)N[C@H](CO)[C@H](O)C(CCCCCCCCCCCCCC)O)CCCCCCCCCCCCCCCCCCCCCCCCCCCC N-(2-hydroxytriacontanoyl)-4R-hydroxysphinganine